C(C1=CC=CC=C1)(=O)C1=CC=C(C(=O)OC[C@@H](C(=O)OC(C)(C)C)NC(=O)OC(C)(C)C)C=C1 (S)-3-(tert-butoxy)-2-((tert-butoxycarbonyl)amino)-3-oxopropyl 4-benzoylbenzoate